1-Bromo-4-(phenyl-sulfonyl)benzene BrC1=CC=C(C=C1)S(=O)(=O)C1=CC=CC=C1